diethoxy-ethyl-[3-(oxiran-2-ylmethoxy)propyl]silane C(C)O[Si](CCCOCC1OC1)(CC)OCC